(R)-3-(1-(6-(4-(methoxycarbonyl)phenyl)pyridin-3-yl)-2-oxo-1,2-dihydro-3H-imidazo[4,5-b]pyridin-3-yl)pyrrolidine-1-carboxylic acid tert-butyl ester C(C)(C)(C)OC(=O)N1C[C@@H](CC1)N1C(N(C=2C1=NC=CC2)C=2C=NC(=CC2)C2=CC=C(C=C2)C(=O)OC)=O